perfluoro-1-butanesulfonate potassium [K+].FC(C(C(C(F)(F)F)(F)F)(F)F)(S(=O)(=O)[O-])F